N-(2-chloro-4-(trifluoromethyl)phenyl)-2-(2-morpholino-8-oxo-5,8-dihydro-4H-spiro[furo[3,4-d][1,2,4]triazolo[1,5-a]pyrimidine-7,4'-piperidin]-4-yl)acetamide ClC1=C(C=CC(=C1)C(F)(F)F)NC(CN1C=2N(C(C3=C1COC31CCNCC1)=O)N=C(N2)N2CCOCC2)=O